1-(1-(aminomethyl)cyclopropyl)ethan-1-one hydrochloride Cl.NCC1(CC1)C(C)=O